The molecule is a docosanoid anion that is the conjugate base of (7Z,10Z,12E,16Z,19Z)-14-hydroperoxydocosapentaenoic acid, obtained by deprotonation of the carboxy group; major species at pH 7.3. It is a docosanoid anion, a hydroperoxy fatty acid anion and a long-chain fatty acid anion. It derives from a (7Z,10Z,13Z,16Z,19Z)-docosapentaenoate. It is a conjugate base of a (7Z,10Z,12E,16Z,19Z)-14-hydroperoxydocosapentaenoic acid. CC/C=C\\C/C=C\\CC(/C=C/C=C\\C/C=C\\CCCCCC(=O)[O-])OO